(S)-3-(3-bromo-5-oxo-7,8-dihydro-1,6-naphthyridine-6(5H)-yl)pyrrolidine-1-carboxylic acid tert-butyl ester C(C)(C)(C)OC(=O)N1C[C@H](CC1)N1C(C=2C=C(C=NC2CC1)Br)=O